1,2-di-t-butyl (2S,4R)-4-(methanesulfonyloxy)pyrrolidine-1,2-dicarboxylate CS(=O)(=O)O[C@@H]1C[C@H](N(C1)C(=O)OC(C)(C)C)C(=O)OC(C)(C)C